COC(=O)C1=CC=C(C=C1)/C=C/C(=O)C1=CC=C(C=C1)S(=O)(=O)NCCC(=O)O 3-[[4-[(E)-3-(4-Methoxycarbonylphenyl)prop-2-enoyl]phenyl]sulfonylamino]propanoic acid